C(C)[C@]1(CC[C@@]2([C@H]3CC[C@@]4([C@H](CC[C@H]4[C@@H]3CC[C@@H]2C1)[C@H](C)[C@@H](C#C)O)C)C)O (3R,5R,8R,9S,10S,13S,14S,17R)-3-ethyl-17-((2S,3S)-3-hydroxypent-4-yn-2-yl)-10,13-dimethylhexadecahydro-1H-cyclopenta[a]phenanthren-3-ol